C1(C=CC2=CC=CC=C12)[Zr](C)(C)C (indenyl)trimethylzirconium